N1=NC=CC=CC=C1 Diazacyclooctatetraene